ClC(C(=O)OC1CCCCCCC1)=C cyclooctyl α-chloroacrylate